O=C1NC(CCC1C1=C(C=C(C=C1F)N1CC(C1)NC(=O)NC1=NC=CC(=C1)OC(F)(F)F)F)=O 1-(1-(4-(2,6-dioxopiperidin-3-yl)-3,5-difluorophenyl)azetidin-3-yl)-3-(4-(trifluoromethoxy)pyridin-2-yl)urea